N-(2-(7-cyclopropyloxy-3-bromonaphthalen-1-yl)ethyl)acetamide C1(CC1)OC1=CC=C2C=C(C=C(C2=C1)CCNC(C)=O)Br